CC1=C(C(CC1)=O)\C=C/CCC 3-Methyl-cis-2-penten-1-yl-2-cyclopenten-1-on